N-Cyclohexyl-carbamic acid 4-(dimethylamino)-3-phenylphenyl ester CN(C1=C(C=C(C=C1)OC(NC1CCCCC1)=O)C1=CC=CC=C1)C